BrC=1C=CC=2N(C1)C(=CN2)C2=NC(=NC=C2Cl)C2(CCC(CC2)N)N (4-(6-bromoimidazo[1,2-a]pyridin-3-yl)-5-chloropyrimidin-2-yl)cyclohexane-1,4-diamine